N1=CN=C(C=C1)C=1C=C(C=CC1)O 3-(pyrimidin-4-yl)phenol